N-(3-chloro-2-fluorophenyl)-7-((4,4-difluoro-3-methylpyrrolidin-3-yl)ethynyl)-6-nitroquinazolin-4-amine ClC=1C(=C(C=CC1)NC1=NC=NC2=CC(=C(C=C12)[N+](=O)[O-])C#CC1(CNCC1(F)F)C)F